C(C)OC1OC2=C(O1)C=CC(=C2)C(=O)[O-] 2-ethoxybenzo-[d][1,3]-dioxole-5-carboxylate